C1CCC2=C(C=CC=C12)N1N=C(C2=NC=C(C=C21)OC)C=2C=NC(=CC2)C21CN(CC1C2)C2CCOCC2 (2,3-Dihydro-1H-inden-4-yl)-6-methoxy-3-(6-(3-(tetrahydro-2H-pyran-4-yl)-3-azabicyclo[3.1.0]hexan-1-yl)pyridin-3-yl)-1H-pyrazolo[4,3-b]pyridine